tert-butyl-3,4-difluorophenyl carbamate C(N)(OC1=C(C(=C(C=C1)F)F)C(C)(C)C)=O